(1-(aminoethyl)-2-nitro-1H-imidazol-5-yl)methanol NCCN1C(=NC=C1CO)[N+](=O)[O-]